7-Ethyl-4-(4-fluoro-3-(6-methoxy-2-(1-methyl-1H-pyrazol-5-yl)-2H-indazol-5-yl)phenyl)-7H-imidazo[4,5-c]pyridazine C(C)N1C=NC2=C1N=NC=C2C2=CC(=C(C=C2)F)C2=CC1=CN(N=C1C=C2OC)C2=CC=NN2C